ClC=1C=CC(=C(C(=O)N[C@H](C(=O)NC2=C(C=C(C=C2)[N+](=O)[O-])Cl)CC2=CC=CC=C2)C1)NS(=O)(=O)C (S)-5-Chloro-N-(1-((2-chloro-4-nitrophenyl)amino)-1-oxo-3-phenylpropan-2-yl)-2-(methylsulfonamido)benzamide